t-butyl-N-(2-aminoethyl)carbamate C(C)(C)(C)OC(NCCN)=O